butanedioic acid dimethyl ester (Dimethyl succinate) CC(C(C(=O)O)C)C(=O)O.COC(CCC(=O)OC)=O